N-(2,6-dimethyl-2,3-dihydrobenzofuran-3-yl)-2-oxo-6-(trifluoromethyl)-1,2-dihydropyridine-3-carboxamide CC1OC2=C(C1NC(=O)C=1C(NC(=CC1)C(F)(F)F)=O)C=CC(=C2)C